[Mn].[Cu].[Al] Aluminum-copper-manganese